2-[(1r,4r)-4-[[3-(3-methylsulfonylphenyl)imidazo[1,2-b]pyridazin-6-yl]amino]cyclohexyl]propan-2-ol carbamoyl-[1,1'-biphenyl]-4-yl-4-guanidinobenzoate C(N)(=O)C=1C(=C(C(=O)OC(C)(C)C2CCC(CC2)NC=2C=CC=3N(N2)C(=CN3)C3=CC(=CC=C3)S(=O)(=O)C)C=CC1NC(=N)N)C1=CC=C(C=C1)C1=CC=CC=C1